FC(C1=CC=C(O[C@H](C)C2CN(C2)C(=O)N2C[C@@H]3[C@@H](OCC(N3)=O)CC2)C=C1)(F)F |o1:7| (4aR,8aS)-6-(3-((R or S)-1-(4-(Trifluoromethyl)phenoxy)ethyl)azetidine-1-carbonyl)hexahydro-2H-pyrido[4,3-b][1,4]oxazin-3(4H)-one